N-(1-methoxyprop-2-yl)-2,4-dimethyl-3-aminothiophene COCC(C)NC1=C(SC=C1C)C